N-Boc-cysteine C(=O)(OC(C)(C)C)N[C@@H](CS)C(=O)O